(4,6-difluoro-1-methyl-1,3-benzodiazol-2-yl)methanol FC1=CC(=CC=2N(C(=NC21)CO)C)F